CN(C1CC2N(C=3C(=NN=C(C3)C3=C(C=CC=C3)O)NC2)CC1)C1CCNCC1 2-(8-(methyl(piperidin-4-yl)amino)-6,6a,7,8,9,10-hexahydro-5H-pyrido[1',2':4,5]pyrazino[2,3-c]pyridazin-2-yl)phenol